(2S)-3-((4,4-bis(octyloxy)butanoyl)oxy)-2-(((9Z,12Z)-octadeca-9,12-dienoyloxy)methyl)propyl-1-methylpyrrolidine-2-carboxylate C(CCCCCCC)OC(CCC(=O)OC[C@@H](COC(=O)C1N(CCC1)C)COC(CCCCCCC\C=C/C\C=C/CCCCC)=O)OCCCCCCCC